hexahydropyrrolo[1,2-a]pyrazin-4-one C1C2N(C(CN1)=O)CCC2